Ethyl (R*)-4-(1-(3-amino-6-(2-hydroxyphenyl)pyridazin-4-yl)piperidin-3-yl)-3-(trifluoromethyl)benzoate NC=1N=NC(=CC1N1C[C@H](CCC1)C1=C(C=C(C(=O)OCC)C=C1)C(F)(F)F)C1=C(C=CC=C1)O |o1:9|